5-benzyl-3-((3-(trifluoromethyl)benzamido)methyl)-4,5-dihydroisoxazole-5-carboxylic acid C(C1=CC=CC=C1)C1(CC(=NO1)CNC(C1=CC(=CC=C1)C(F)(F)F)=O)C(=O)O